C[C@@H]1CN(C(=CC1)C=1C=CC2=C(N=C(S2)C2CN(CC(C2)(C)C)C)C1)C(=O)OC(C)(C)C (3S)-tert-butyl 3-methyl-6-(2-(1,5,5-trimethylpiperidin-3-yl)benzo[d]thiazol-5-yl)-3,4-dihydropyridine-1(2H)-carboxylate